The molecule is a pyrido[4,3-b]indole compound having a 5-methyl-1H-imidazol-4-ylmethyl group at the 2-position. It has a role as a serotonergic antagonist, an antiemetic and a gastrointestinal drug. It is a pyridoindole and a member of imidazoles. CC1=C(N=CN1)CN2CCC3=C(C2=O)C4=CC=CC=C4N3C